methyl ((4-methoxyphenyl)sulfonyl)-D-leucinate COC1=CC=C(C=C1)S(=O)(=O)N[C@H](CC(C)C)C(=O)OC